FC(S(=O)(=O)OC1=CC(N(C(=C1)C)C1=CC=C(C=C1)Br)=O)(F)F 1-(4-bromophenyl)-6-methyl-2-oxo-1,2-dihydropyridin-4-yl trifluoromethanesulfonate